tert-Butyl 2-({4-[(2,6-dioxopiperidin-3-yl)carbamoyl]-1,2-dimethyl-1H-1,3-benzodiazol-6-yl}oxy)acetate O=C1NC(CCC1NC(=O)C1=CC(=CC=2N(C(=NC21)C)C)OCC(=O)OC(C)(C)C)=O